N-(5-Chlorothiazol-2-yl)-2-(3,3-difluorocyclopentyl)-2-(4-(furan-3-yl)phenyl)acetamide ClC1=CN=C(S1)NC(C(C1=CC=C(C=C1)C1=COC=C1)C1CC(CC1)(F)F)=O